FC(C(=O)[O-])(F)F.C(#N)C1CC[NH2+]CC1 4-cyanopiperidin-1-ium trifluoroacetate salt